C1(CC1)C=C(C(=O)O)C(F)(F)F 3-cyclopropyl-2-(trifluoromethyl)prop-2-enoic acid